(1-methyl-1H-pyrazol-5-yl)cyclopentan-1-one CN1N=CC=C1C1C(CCC1)=O